5-chloro-2-thiophenemethanol ClC1=CC=C(S1)CO